3'-O-Anthraniloyl-guanosine-5'-triphosphate P(O)(=O)(OP(=O)(O)OP(=O)(O)O)OC[C@@H]1[C@H]([C@H]([C@@H](O1)N1C=NC=2C(=O)NC(N)=NC12)O)OC(C=1C(N)=CC=CC1)=O